C(#N)C=1C=C(C=CC1OC1CCCCC1)N1C=NC(=C1)C(=O)O 1-(3-cyano-4-cyclohexyloxy-phenyl)-imidazole-4-formic acid